C(C)OC(CCC(=O)C1=NC(=CC=C1O)CC1=C(C=CC=C1C(F)(F)F)F)=O 4-[6-(2-Fluoro-6-trifluoromethyl-benzyl)-3-hydroxy-pyridin-2-yl]-4-oxo-butyric acid ethyl ester